4-(2-aminopyrimidin-5-yl)-3-(2-methyl-6-morpholin-4-ylpyrimidin-4-yl)oxybenzonitrile NC1=NC=C(C=N1)C1=C(C=C(C#N)C=C1)OC1=NC(=NC(=C1)N1CCOCC1)C